2,3,6-tri-O-methyl-1,4,5-tri-O-acetyl-glucitol CO[C@@H](COC(C)=O)[C@@H](OC)[C@H](OC(C)=O)[C@H](OC(C)=O)COC